N-(7-chloro-6-(1-((3R,4R)-4-hydroxy-3-methyltetrahydrofuran-3-yl)piperidin-4-yl)isoquinolin-3-yl)-2-(3-methyl-1,2,4-oxadiazol-5-yl)cyclopropane-1-carboxamide ClC1=C(C=C2C=C(N=CC2=C1)NC(=O)C1C(C1)C1=NC(=NO1)C)C1CCN(CC1)[C@@]1(COC[C@@H]1O)C